(R)-3-(2-oxopropylsulfonamido)-N-(4-(trifluoromethoxy)phenyl)piperidine-1-carboxamide O=C(CS(=O)(=O)N[C@H]1CN(CCC1)C(=O)NC1=CC=C(C=C1)OC(F)(F)F)C